C[C@H]1NC(C2=C(C=3C=4C=CC(=NC4C=CC3S2)C2=NC(=NC=C2)C#CC)NC1)=O (R)-10-methyl-3-(2-(prop-1-yn-1-yl)pyrimidin-4-yl)-9,10,11,12-tetrahydro-8H-[1,4]diazepino[5',6':4,5]thieno[3,2-f]quinolin-8-one